6-(Benzyloxy)-9-(3-chlorophenyl)pyrazolo[5,1-a]isoquinoline C(C1=CC=CC=C1)OC1=CN2C(C3=CC(=CC=C13)C1=CC(=CC=C1)Cl)=CC=N2